Dansyl-Alanine S(=O)(=O)(C1=CC=CC=2C(N(C)C)=CC=CC12)N[C@@H](C)C(=O)O